N-((6-methoxynaphthalen-2-yl)methyl)-4-methylaniline COC=1C=C2C=CC(=CC2=CC1)CNC1=CC=C(C=C1)C